(2-hydroxyethyl)-2-pyrrolidinone OCCN1C(CCC1)=O